(S)-2-amino-5-(2,6-difluorophenyl)-4-oxo-4,5-dihydrofuran-3-yl-5-d phenylmethanesulfonate C1(=CC=CC=C1)CS(=O)(=O)OC1=C(O[C@@](C1=O)([2H])C1=C(C=CC=C1F)F)N